C1(=CC=CC=C1)N1C(=NC(=C1C1=CC=CC=C1)C1=CC=CC=C1)C=1C=C(C=CC1O)C1=CC=CC=C1 3-(1,4,5-triphenyl-1H-imidazole-2-yl)-[1,1'-biphenyl]-4-ol